2-methyl-2-((2-(6-(4-methylphenethoxy)-1H-indol-1-yl)ethyl)amino)propane-1,3-diol CC(CO)(CO)NCCN1C=CC2=CC=C(C=C12)OCCC1=CC=C(C=C1)C